(2-(dimethylamino)ethyl)-2-(4-methoxyphenyl)-5-phenylAzole-4-carboxamide CN(CCC1=C(NC(=C1C(=O)N)C1=CC=CC=C1)C1=CC=C(C=C1)OC)C